O=C1CCC(O1)=CC(SCCNC(CCNC(=O)[C@@H]1OC(OCC1(C)C)(C)C)=O)=O (R)-S-(2-(3-(2,2,5,5-tetramethyl-1,3-dioxane-4-carboxamido)propanamido)ethyl) (L)-2-(5-oxodihydrofuran-2(3H)-ylidene)ethanethioate